N1=NN=C(C=C1)O triazinol